neodymium 2,2-dipropylnonanoate C(CC)C(C(=O)[O-])(CCCCCCC)CCC.[Nd+3].C(CC)C(C(=O)[O-])(CCCCCCC)CCC.C(CC)C(C(=O)[O-])(CCCCCCC)CCC